1,1-di-methoxycyclohexane COC1(CCCCC1)OC